Dimethyl 3-((4-(hydroxymethyl)benzyl)oxy)phthalate Dimethyl-3-hydroxyphthalate COC(C=1C(C(=O)OC)=C(C=CC1)O)=O.OCC1=CC=C(COC2=C(C(C(=O)OC)=CC=C2)C(=O)OC)C=C1